5-((4-(sec-butylamino)-5-chloropyrimidin-2-yl)amino)benzo[c][1,2]oxaborol-1(3H)-ol C(C)(CC)NC1=NC(=NC=C1Cl)NC1=CC2=C(B(OC2)O)C=C1